5-methoxy-3-(propan-2-enyl)indol-2-one COC1=CC2=C(C(N=C2C=C1)=O)CC=C